1-(5-Chloro-3-cyano-6-((1-methyl-3-(2-(methylamino)-2-oxoethoxy)-2-oxo-1,2-dihydroquinolin-6-yl)amino)pyridin-2-yl)-5-methylpiperidine-3-carboxylic acid ClC=1C=C(C(=NC1NC=1C=C2C=C(C(N(C2=CC1)C)=O)OCC(=O)NC)N1CC(CC(C1)C)C(=O)O)C#N